COC=1C=C(C=C(C1OC)OC)/C=C/C(=O)[O-].[Na+] Sodium (E)-3-(3,4,5-trimethoxyphenyl)acrylate